Ethyl 2-(7-cyano-5-(2-hydroxypropoxy) benzo[b]thiophen-2-yl)-4-methylthiazole-5-carboxylate C(#N)C1=CC(=CC2=C1SC(=C2)C=2SC(=C(N2)C)C(=O)OCC)OCC(C)O